S1C(=NN=C1)C#CC1=CC2=C(N=C3N2[C@H]2C4=C(C(N([C@@H]3C2)C([2H])([2H])[2H])=O)C=CC=C4OC(F)F)C=C1 (7R,14R)-11-((1,3,4-thiadiazol-2-yl)ethynyl)-1-(difluoromethoxy)-6-(methyl-d3)-6,7-dihydro-7,14-methanobenzo[f]benzo[4,5]imidazo[1,2-a][1,4]diazocin-5(14H)-one